C(#N)C1=CC=C(C=C1)CNC(=O)NC1=C(C(=NN1)C1=CC=NC=C1)C 1-[(4-cyanophenyl)methyl]-3-[4-methyl-3-(pyridin-4-yl)-1H-pyrazol-5-yl]urea